Cl[C@H](C(=O)O)C (S)-2-chloropropanoic acid